C1NCC2C1CCC2C(=O)OC methyl octahydrocyclopenta[c]pyrrole-4-carboxylate